COC1=CC=C(C=C1)C1CC(=NN1C(CC)=O)C1=C(C2=C(N=CN=C2)NC1=O)C 6-(5-(4-methoxyphenyl)-1-propionyl-4,5-dihydro-1H-pyrazol-3-yl)-5-methylpyrido[2,3-d]pyrimidin-7(8H)-one